S1C(=NC=C1)C1=C(C=CC=C1)S(=O)(=O)N (THIAZOLYL)BENZENESULFONAMIDE